6-((4-Cyano-2,3-dihydrobenzofuran-7-yl)methoxy)pyridin C(#N)C1=CC=C(C2=C1CCO2)COC2=CC=CC=N2